C1(CC1)OC1=NN(C=C1[N+](=O)[O-])C(C(=O)OC)(C)C methyl 2-[3-(cyclopropyloxy)-4-nitro-pyrazol-1-yl]-2-methyl-propionate